N-(6-fluoropyridin-3-yl)-7-thia-2,5-diazatricyclo[6.4.0.02,6]dodeca-1(8),3,5,9,11-pentaene-4-carboxamide FC1=CC=C(C=N1)NC(=O)C1=CN2C=3C=CC=CC3SC2=N1